O=C1OCCC1 (S)-2-oxotetrahydrofuran